C(C)(C)(C)OC(=O)[C@](N)(CCCCN)C(=O)O alpha-(tert-Butoxycarbonyl)-L-lysine